N-isopropyl-3-[(isopropylamino)methyl]-3,5,5-trimethylcyclohexylamine C(C)(C)NC1CC(CC(C1)(C)C)(C)CNC(C)C